(3-(methoxy)benzyl)ethane-1,2-diamine COC=1C=C(CC(CN)N)C=CC1